FC1=C(OCC#N)C=CC(=C1F)C1=CN=C2N1C=CN=C2NC2=CC(=C(C=C2)C(=O)N2CCC(CC2)C(=O)N2C[C@H](NCC2)CO)C 2-[2,3-difluoro-4-[8-[4-[4-[(3S)-3-(hydroxymethyl)piperazine-1-carbonyl]piperidine-1-carbonyl]-3-methylanilino]imidazo[1,2-a]pyrazin-3-yl]phenoxy]acetonitrile